C(C=C)(=O)O.C(C=C)(=O)O.BrC=1C(=C(C(=C(C1C)C)Br)Br)Br tetrabromoxylene diacrylate